COC1=C(C2=C(C=N1)C=CN2CC2=CC=C(C=C2)NS(=O)=O)C2=NN(C=C2)C N-(4-((6-methoxy-7-(1-methyl-1H-pyrazol-3-yl)-1H-pyrrolo[3,2-c]pyridin-1-yl)methyl)phenyl)sulfonamide